CN1C(NC2=C1C=C(C=C2)[N+](=O)[O-])=O 1-methyl-6-nitro-3H-1,3-benzodiazol-2-one